[Fe](Cl)Cl iron chloride